(E)-3-(4-hydroxy-3-methoxystyryl)-4-(3-methylbut-2-en-1-yl)-5-(trifluoromethoxy)phenol OC1=C(C=C(/C=C/C=2C=C(C=C(C2CC=C(C)C)OC(F)(F)F)O)C=C1)OC